pyridopyridine-7-carboxamide N1=CC=CC2=C1C=C(C=N2)C(=O)N